CN1C=NC=2NC(N(C(C12)=O)COCC[Si](C)(C)C)=O 7-methyl-1-((2-(trimethylsilyl)ethoxy)methyl)-3,7-dihydro-1H-purine-2,6-dione